N[C@@H](CC(=O)O)O (3R)-3-AMINO-3-HYDROXYPROPANOIC ACID